16Z-nonapentaenal C(C=C=C=C=C=CCC)=O